C(C)(=O)C1=C(NC2=C(C=CC(=C2C1=O)Cl)Br)SCC#N 2-((3-acetyl-8-bromo-5-chloro-4-oxo-1,4-dihydroquinolin-2-yl)thio)acetonitrile